3,3-dimethylbutyl-6-azaspiro[3.4]octan-2-amine CC(CCC1C(CC12CNCC2)N)(C)C